2-benzyl-2-(dimethylamino)-4-morpholinophenone C(C1=CC=CC=C1)C1(CN(CCO1)C(=O)C1=CC=CC=C1)N(C)C